[(2R,4R)-4-fluoro-1-(piperidin-4-yl)pyrrolidin-2-yl]methanol trifluoroacetic acid salt FC(C(=O)O)(F)F.F[C@@H]1C[C@@H](N(C1)C1CCNCC1)CO